N-(3-cyano-4-fluorophenyl)-2-fluoro-6-(3-fluoro-2-methoxy-4-(trifluoromethoxy)phenoxy)-3-(trifluoromethyl)benzamide C(#N)C=1C=C(C=CC1F)NC(C1=C(C(=CC=C1OC1=C(C(=C(C=C1)OC(F)(F)F)F)OC)C(F)(F)F)F)=O